1-{4-cyano-6-[(2,2-difluorobenzo[d][1,3]dioxol-5-yl)amino]pyrimidin-2-yl}-5-amino-1H-pyrazole-4-carboxylic acid C(#N)C1=NC(=NC(=C1)NC1=CC2=C(OC(O2)(F)F)C=C1)N1N=CC(=C1N)C(=O)O